(1s,3r)-1-(4-bromo-2-methoxyphenyl)-2-(2-fluoro-3-methoxy-2-methylpropyl)-3,5-dimethyl-1,2,3,4-tetrahydroisoquinolin-6-amine BrC1=CC(=C(C=C1)[C@H]1N([C@@H](CC2=C(C(=CC=C12)N)C)C)CC(COC)(C)F)OC